N-(3-(triethoxysilyl)propyl)methanimine C(C)O[Si](CCCN=C)(OCC)OCC